COC=1C2=C(N=C(N1)N[C@@H]1COCC1)NC=C2C2=CC=1N(C=C2)N=CC1 (S)-4-methoxy-5-(pyrazolo[1,5-a]pyridin-5-yl)-N-(tetrahydrofuran-3-yl)-7H-pyrrolo[2,3-d]pyrimidin-2-amine